Cl.C1(=CC=CC=C1)CCN 2-phenylethylamine hydrochloride